[N+](=O)([O-])C=1C=NN(C1)CC=1N=NN(C1)CC(F)(F)F 4-[(4-nitropyrazol-1-yl)methyl]-1-(2,2,2-trifluoroethyl)triazole